(2S,4r)-1-[(2S)-2-(4-cyclopropyl-triazol-1-yl)-3,3-dimethyl-butyryl]-4-hydroxy-N-[1-(2-methoxyethyl)-3-piperidinyl]pyrrolidine-2-carboxamide C1(CC1)C=1N=NN(C1)[C@H](C(=O)N1[C@@H](C[C@H](C1)O)C(=O)NC1CN(CCC1)CCOC)C(C)(C)C